Cl[Rh](C1(C(=C(C(=C1C)C)C)C)C)Cl dichloro(pentamethylcyclopentadienyl)rhodium (III)